C1(CC1)C[C@@H]([C@H](CC=C)OC)S(=O)(=O)N (2S,3S)-1-CYCLOPROPYL-3-METHOXYHEX-5-ENE-2-SULFONAMIDE